C(C)(C)(C)C=1C=C(NN1)NC(=O)NC1=CC=C(C=C1)N1C=NC2=C1C=CC(=C2)OCCCCCNC2=C1C(N(C(C1=CC=C2)=O)C2C(NC(CC2)=O)=O)=O 1-(5-tert-butyl-2H-pyrazol-3-yl)-3-[4-(5-{5-[2-(2,6-dioxo-piperidin-3-yl)-1,3-dioxo-2,3-dihydro-1H-isoindol-4-ylamino]-pentyloxy}-benzimidazol-1-yl)-phenyl]-urea